((4-((Dimethylamino) methyl) benzoyl) oxy) methyl-3-(3-(4-cyclopropylphenyl) ureido)-5-fluoro-1H-indole-1-carboxylate hydrochloride Cl.CC=1N(C2=CC=C(C=C2C1NC(=O)NC1=CC=C(C=C1)C1CC1)F)C(=O)OOC(C1=CC=C(C=C1)CN(C)C)=O